tert-butyl (1S,3S,4S)-3-[2-(tert-butoxycarbonyl)-2,7-diazaspiro[3.5]nonane-7-carbonyl]-5-oxo-2-azabicyclo[2.2.2]octane-2-carboxylate C(C)(C)(C)OC(=O)N1CC2(C1)CCN(CC2)C(=O)[C@H]2N([C@@H]1CC([C@H]2CC1)=O)C(=O)OC(C)(C)C